C(C)N1CCN(CC1)C1=CC=C(C(=O)NC2=CC(=C(C=C2)C)NC2=NC=CC(=N2)C=2C=NC=CC2)C=C1 4-(4-Ethyl-piperazin-1-yl)-N-[4-methyl-3-(4-pyridin-3-yl-pyrimidin-2-ylamino)-phenyl]-benzamide